C(CC)C1C(=C(C(N1)=O)C(CCCC)=O)O 1,5-dihydro-5-propyl-3-pentanoyl-4-hydroxypyrrol-2-one